bis(2-methyl-4-(4-trifluoromethyl-phenyl)-indenyl)zirconium dichloride [Cl-].[Cl-].CC=1C(C2=CC=CC(=C2C1)C1=CC=C(C=C1)C(F)(F)F)[Zr+2]C1C(=CC2=C(C=CC=C12)C1=CC=C(C=C1)C(F)(F)F)C